C(C(=C)C)(=O)O.FS(=O)(=O)N perfluorosulfonamide methacrylate